NC1=NC=CC(=C1)C(NC(=O)C1N(CC(C1)F)C(CC1=CN=NN1)=O)C1=CC(=C(C=C1)C(C)C)F N-[(2-aminopyridin-4-yl)[3-fluoro-4-(propan-2-yl)phenyl]methyl]-4-fluoro-1-[2-(1H-1,2,3-triazol-5-yl)acetyl]pyrrolidine-2-carboxamide